COC(C1=CC=C(C=C1)C(C(C)C)Br)=O.C1(=CC=CC=C1)C1N(C(OC1)=O)C(C=CC1=C(C=CC=C1)OC(F)(F)F)=O 4-phenyl-3-(3-(2-(trifluoromethoxy)phenyl)acryloyl)oxazolidin-2-one methyl-4-(1-bromo-2-methyl-propyl)benzoate